C(C)OC(C(C(C(=O)OCC)C)(C)C#N)=O 2-cyano-2,3-dimethylbutanedioic acid diethyl ester